{4-[5-methyl-3-(trifluoromethyl)-1H-pyrazol-1-yl]phenyl}methanamine CC1=CC(=NN1C1=CC=C(C=C1)CN)C(F)(F)F